COC(=O)N1CC(C1)C1=NC(=NO1)C1=CC(=C(C(=C1)NC(=O)C1=CN=C2N1C=CC(=C2)N2CCN(CC2)C)C)F 3-(3-(3-fluoro-4-methyl-5-(7-(4-methylpiperazin-1-yl)imidazo[1,2-a]pyridine-3-carboxamido)phenyl)-1,2,4-oxadiazol-5-yl)azetidine-1-carboxylic acid methyl ester